dibutyltin di-(2-ethylhexylthioglycolate) C(C)C(CC(C(=O)[O-])S)CCCC.C(C)C(CC(C(=O)[O-])S)CCCC.C(CCC)[Sn+2]CCCC